(S)-4-((3-(aminomethyl)pyrrolidin-1-yl)methyl)-2-chloro-5-ethoxybenzonitrile difumarate C(\C=C\C(=O)O)(=O)O.C(\C=C\C(=O)O)(=O)O.NC[C@H]1CN(CC1)CC1=CC(=C(C#N)C=C1OCC)Cl